(2R)-4-{[3-(difluoromethyl)phenyl]methyl}-8-fluoro-2-methyl-7-nitro-6-(trifluoromethyl)-2H-1,4-benzoxazin-3-one FC(C=1C=C(C=CC1)CN1C([C@H](OC2=C1C=C(C(=C2F)[N+](=O)[O-])C(F)(F)F)C)=O)F